BrC=1C=C2C=NN(C(C2=CC1)=O)CC=1C(=NC=CC1)Cl 6-bromo-2-((2-chloropyridin-3-yl)methyl)phthalazin-1(2H)-one